3-(oxetan-3-yl)imidazolidine-2,4-dione O1CC(C1)N1C(NCC1=O)=O